COC(COC=1C(NC(NC1)=O)=O)=O uracil-5-oxyacetic acid methyl ester